ammonium methacryloyloxyethyl propanesulfonate C(CC)S(=O)(=O)OCCOC(C(=C)C)=O.[NH4+]